FC(C=1C=C(C#N)C=C(C1OC1=C(N=CN(C1=O)CC1=C(N=C(NC1=O)C)C)C(C(F)F)(F)F)C)F 3-(difluoromethyl)-4-((1-((2,4-dimethyl-6-oxo-1,6-dihydropyrimidin-5-yl)methyl)-6-oxo-4-(1,1,2,2-tetrafluoroethyl)-1,6-dihydropyrimidin-5-yl)oxy)-5-methylbenzonitrile